C(C=C)(=O)OC=CC(=O)C1=C(C(=O)O)C=CC=C1 acryloyloxyAcryloyl-benzoic acid